(3R)-1-(3-acetyl-6-chloro-2-pyridinyl)pyrrolidine-3-carbonitrile C(C)(=O)C=1C(=NC(=CC1)Cl)N1C[C@@H](CC1)C#N